C1(CC1)[C@H](CNC(=O)C1=C(N=C(S1)C(=O)NC)C)C(N[C@H]1C2=C(CN3N(C1=O)CCC3)C=CC=C2)=O N5-((R)-2-Cyclopropyl-3-oxo-3-(((S)-11-oxo-2,3,10,11-tetrahydro-1H,5H-benzo[d]pyrazolo[1,2-a][1,2]diazepin-10-yl)amino)propyl)-N2,4-dimethylthiazol-2,5-dicarboxamid